O.S(=O)(=O)([O-])[O-].[Mn+2] manganese Sulfate monohydrate